C(C)(C)(C)OC(=O)N1[C@H](CN(CC1)C=1C2=C(N=C(N1)OC[C@H]1N(CCC1)C)CN(CC2)C2=C1C=CC=NC1=CC=C2)CC#N (S)-2-(cyanomethyl)-4-{2-[((S)-1-methylpyrrolidin-2-yl)methoxy]-7-(quinolin-5-yl)-5,6,7,8-tetrahydropyrido[3,4-d]pyrimidin-4-yl}piperazine-1-carboxylic acid tert-butyl ester